3-FORMYL-6-METHYL-5-NITRO-7-AZAINDOLE C(=O)C1=CNC2=NC(=C(C=C12)[N+](=O)[O-])C